5-bromo-2-methyl-1-((2-(trimethylsilyl)ethoxy)methyl)-1H-benzo[d]imidazole BrC1=CC2=C(N(C(=N2)C)COCC[Si](C)(C)C)C=C1